CN1N=CC(=C1)C1=NC(=CC(=N1)C(=O)NC1=CC=CC2=CC=CC=C12)N1CCN(CC1)C(C=C)=O 2-(1-methylpyrazol-4-yl)-N-(1-naphthyl)-6-(4-prop-2-enoylpiperazin-1-yl)pyrimidine-4-carboxamide